CN1N=CC(=C1)C=1N=C(C=2N(C1)N=CC2)C2CC(CC2)C(=O)O rac-3-(6-(1-methyl-1H-pyrazol-4-yl)pyrazolo[1,5-a]pyrazin-4-yl)cyclopentane-1-carboxylic acid